C(C)C1=C(C=CC(=C1)OC1=NC=2N(C=C1)N=CC2)N2C(N(CC2=O)C=2C=NC=C(C2)C(F)(F)F)=O 3-[2-ethyl-4-(pyrazolo[1,5-a]pyrimidin-5-yloxy)phenyl]-1-[5-(trifluoromethyl)-3-pyridinyl]-2,4-imidazolidinedione